tert-butyl (3S,4S)-3-fluoro-4-(4-((S)-6-(methoxymethyl)-6-methyl-4,5,6,7-tetrahydro-1H-indazole-3-carboxamido)-1H-pyrazol-1-yl)piperidine-1-carboxylate F[C@H]1CN(CC[C@@H]1N1N=CC(=C1)NC(=O)C1=NNC=2C[C@@](CCC12)(C)COC)C(=O)OC(C)(C)C